O=C1NN(C=C1)C(=O)OC(C)(C)C tert-butyl 2,3-dihydro-3-oxo-pyrazole-1-carboxylate